C(CCCCCCCCCCCCCCCCCCCO)O eicosane-1,20-diol